tert-butyl 2-(tert-butyl)-6-methylbenzoate C(C)(C)(C)C1=C(C(=O)OC(C)(C)C)C(=CC=C1)C